CN(C1CCN(CC1)C(=O)C=1C=CC(=NC1)NC1=C2C(=NC(=C1)OC=1C(=CC(=NC1)C#N)C)N(C=N2)C)C 5-[7-[[5-[4-(dimethylamino)piperidine-1-carbonyl]pyridin-2-yl]amino]-3-methylimidazo[4,5-b]pyridin-5-yl]oxy-4-methyl-pyridine-2-carbonitrile